C(C)(=O)C1=CC=CC(=N1)C(C(=O)NC1=NC=C(C(=C1)C1=C2N(N=C1)CC(C2)(C)C)Cl)C (6-acetylpyridin-2-yl)-N-(5-chloro-4-(5,5-dimethyl-5,6-dihydro-4H-pyrrolo[1,2-b]pyrazol-3-yl)pyridin-2-yl)propanamide